FC(C)(C)C1=NC=CC(=N1)NC1=CC(=NC=C1C1=NC(=NC=C1)OC)NC(C)=O N-(4-((2-(2-fluoropropan-2-yl)pyrimidin-4-yl)amino)-5-(2-methoxypyrimidin-4-yl)pyridin-2-yl)acetamide